N-(1-(2,6-dihydroxy-3'-methyl-4-pentyl-[1,1'-biphenyl]-3-yl)ethyl)azetidine-1-carboxamide OC1=C(C(=CC(=C1C(C)NC(=O)N1CCC1)CCCCC)O)C1=CC(=CC=C1)C